C1(CC1)C=1N=CN(C1)C=1C(=CC(=C(C1)S(=O)(=O)NC1=NC(=CC=C1)C1=NN=CN1C(C)C)F)C 5-(4-cyclopropyl-1H-imidazol-1-yl)-2-fluoro-N-(6-(4-isopropyl-4H-1,2,4-triazol-3-yl)pyridin-2-yl)-4-methylbenzenesulfonamide